(2S)-isopropyl-2-((chloro(phenoxy)phosphoryl)amino)propanoate C(C)(C)OC([C@H](C)NP(=O)(OC1=CC=CC=C1)Cl)=O